6-tert-butyl-3-(2-imidazolin-2-ylmethyl)-2,4-dimethylphenol monohydrochloride Cl.C(C)(C)(C)C1=CC(=C(C(=C1O)C)CC=1NCCN1)C